5-(4-((3-ethyl-6-fluoro-1-methyl-4-oxo-1,3,4,5-tetrahydropyrazolo[3,4,5-de]quinazolin-7-yl)methyl)piperazin-1-yl)-N,6-dimethylpyridineamide C(C)N1C(NC=2C(=C(C=C3C2C1=NN3C)CN3CCN(CC3)C=3C=CC(=NC3C)C(=O)NC)F)=O